5-((5-(5-chloropyridin-2-yl)oxazol-2-yl)amino)-N'-hydroxypyrazine-2-carboximidamide ClC=1C=CC(=NC1)C1=CN=C(O1)NC=1N=CC(=NC1)C(N)=NO